(1S)-6-chloro-1-(2-methylprop-1-en-1-yl)-2-[4-(methylsulfanyl)-6-(trifluoromethyl)-1,3,5-triazin-2-yl]-2,3,4,9-tetrahydro-1H-pyrido[3,4-b]indole ClC=1C=C2C3=C(NC2=CC1)[C@@H](N(CC3)C3=NC(=NC(=N3)SC)C(F)(F)F)C=C(C)C